C(C)(C)(C)OC(N(C1=CC(=NC=2N1N=CC2C2CC2)Cl)CC2=CC=C(C=N2)C2=NC=CC=C2)=O ([2,3'-bipyridyl]-6'-ylmethyl)(5-chloro-3-cyclopropylpyrazolo[1,5-a]pyrimidin-7-yl)carbamic acid tert-butyl ester